3-(7-((4-(dimethylamino)cyclohexyl)amino)-3-(thiazol-4-yl)benzo[b]thiophen-2-yl)prop-2-yn CN(C1CCC(CC1)NC1=CC=CC2=C1SC(=C2C=2N=CSC2)C#CC)C